4-(4-nitrophenyl)-1,2,4-triazolin-3,5-dione [N+](=O)([O-])C1=CC=C(C=C1)N1C(N=NC1=O)=O